1,5-dihydro-5-propyl-3-(cyclopropanecarbonyl)-4-hydroxypyrrol-2-one C(CC)C1C(=C(C(N1)=O)C(=O)C1CC1)O